ClC1=NC=CC(=C1)N1C[C@H]2CC[C@@H](C1)C2NC(OC(C)(C)C)=O tert-Butyl N-[(1R,5S,8s)-3-(2-chloro-4-pyridyl)-3-azabicyclo[3.2.1]octan-8-yl]carbamate